5-fluoro-2-(2,7-diazaspiro[3.5]nonan-2-yl)-7-((tetrahydro-2H-pyran-4-yl)methoxy)quinazolin-4(3H)-one hydrochloride Cl.FC1=C2C(NC(=NC2=CC(=C1)OCC1CCOCC1)N1CC2(C1)CCNCC2)=O